C(C)(C)(C)[Si](OC)(OC)C(C)(C)C di-tert-butyl-dimethoxysilane